(S)-N-(2-(1-ethyl-2-methyl-1,2,5,6-tetrahydropyridin-3-yl)thieno[2,3-b]pyridin-4-yl)benzo[d]thiazol-5-amine C(C)N1[C@H](C(=CCC1)C1=CC=2C(=NC=CC2NC=2C=CC3=C(N=CS3)C2)S1)C